N-(6-amino-5-methyl-3-pyridyl)-2-oxo-2-[(1S,4S,5R)-4-phenyl-3-azabicyclo[3.2.1]Octan-3-Yl]acetamide NC1=C(C=C(C=N1)NC(C(N1C[C@H]2CC[C@@H]([C@H]1C1=CC=CC=C1)C2)=O)=O)C